[N].C1(=CC=CC=C1)S(=O)(=O)C=1OC=CC1 benzenesulfonyl-furan nitrogen